1-(3-hydroxypropyl)-3-ethyl-1H-indole-2-carboxylic acid methyl ester COC(=O)C=1N(C2=CC=CC=C2C1CC)CCCO